C(#CC)C1=C2C=NN(C2=C(C=C1)C(=O)N)CC1=CC=C(C=C1)C(F)(F)F 4-(propane-1-yn-1-yl)-1-(4-(trifluoromethyl)benzyl)-1H-indazole-7-carboxamide